N-(2-hydroxyethyl)-N-phenyl-3-[4-(pyridin-2-yl)phenyl]prop-2-ynamide OCCN(C(C#CC1=CC=C(C=C1)C1=NC=CC=C1)=O)C1=CC=CC=C1